ClC=1C=C2C(C(NC2=CC1C(=O)OC)=O)(C)C methyl 5-chloro-3,3-dimethyl-2-oxoindoline-6-carboxylate